N1C=NC2=C1C=C(C=C2)N2C(OC[C@@H]2C2=CC(=CC=C2)F)=O (S)-3-(1H-Benzo[d]imidazol-6-yl)-4-(3-fluorophenyl)oxazolidin-2-on